3-Fluoro-4-((methylamino)methyl)-N'-((2,4,5,6-tetrahydro-1H-cyclobuta[f]inden-3-yl)carbamoyl)thiophene-2-sulfonimidamide FC1=C(SC=C1CNC)S(=O)(N)=NC(NC1=C2C(=CC=3CCCC13)CC2)=O